O=C1NC(CCC1N1C(C2=CC=C(C=C2C1)N1CCN(CC1)CCCCOC1=CC=C(C=C1)N1C[C@H](CCC1)C=1C=CC(=C2C(=CNC12)C#N)C)=O)=O |o1:35| 7-{(3R*)-1-[4-(4-{4-[2-(2,6-dioxopiperidin-3-yl)-1-oxo-2,3-dihydro-1H-isoindol-5-yl]piperazin-1-yl}butoxy)phenyl]piperidin-3-yl}-4-methyl-1H-indole-3-carbonitrile